N-Benzyl-6-iodo-N-methyl-7-((2-(trimethylsilyl)ethoxy)methyl)-7H-pyrrolo[2,3-d]pyrimidin-4-amine C(C1=CC=CC=C1)N(C=1C2=C(N=CN1)N(C(=C2)I)COCC[Si](C)(C)C)C